C1(=CC(=CC=C1)C1=NNC(=C1)C(=O)OCC)C ethyl 3-(m-tolyl)-1H-pyrazole-5-carboxylate